5-(1-(2,4-dichlorophenyl)ethyl)-3-(3-(1-(2-hydroxyethyl)piperidin-3-yl)azetidin-1-yl)-5H-pyrrolo[2,3-b]pyrazine-7-carbonitrile ClC1=C(C=CC(=C1)Cl)C(C)N1C=C(C=2C1=NC(=CN2)N2CC(C2)C2CN(CCC2)CCO)C#N